N1CCC(=CC1)C=1C=CC=2OCCCNC2N1 7-(1,2,3,6-tetrahydropyridin-4-yl)-2,3,4,5-tetrahydropyrido[3,2-b][1,4]Oxazepine